3-(bis{2-[(tert-butyl)bis(methyl)siloxy]decyl}amino)-1-propanamine C(C)(C)(C)[Si](OC(CN(CCCN)CC(CCCCCCCC)O[Si](C(C)(C)C)(C)C)CCCCCCCC)(C)C